FC(C1=CC(=NC=C1F)C(=O)O)F 4-(difluoromethyl)-5-fluoropicolinic acid